2-(4-isobutylphenyl)-N-methoxy-N-methylpropionamide C(C(C)C)C1=CC=C(C=C1)C(C(=O)N(C)OC)C